[N-](S(=O)(=O)C(F)(F)F)S(=O)(=O)C(F)(F)F.C(=C)N1C=[N+](C=C1)C 1-vinyl-3-methylimidazolium bis(trifluoromethylsulfonyl)imide salt